FS(C1=CC=C(OC2=NC=CC=C2C=2C=C3C(=NC=NC3=CC2)N)C=C1)(F)(F)(F)F 6-(2-(4-(Pentafluoro-λ6-sulfaneyl)phenoxy)pyridin-3-yl)quinazolin-4-amine